2,6-dichloro-8-fluoro-5-(2-(((R)-1-(4-((4-methoxybenzyl)amino)pyrimidin-5-yl)ethyl)amino)ethoxy)quinazolin-4(3H)-one ClC1=NC2=C(C=C(C(=C2C(N1)=O)OCCN[C@H](C)C=1C(=NC=NC1)NCC1=CC=C(C=C1)OC)Cl)F